2-[cyclopropyl-(hydroxy)methyl]-4-phenoxy-pyrimidine-5-carboxylic acid ethyl ester C(C)OC(=O)C=1C(=NC(=NC1)C(O)C1CC1)OC1=CC=CC=C1